C(=O)(OC(C)(C)C)[C@@](C(=O)N1C(C[C@H](C1)O)C(=O)NCC1=CC=C(C=C1)C1=C(N=CS1)C)(C(C)(C)C)N (4R)-1-((S)-2-Boc-Amino-3,3-dimethylbutanoyl)-4-hydroxy-N-(4-(4-methylthiazol-5-yl)benzyl)pyrrolidine-2-carboxamide